Siloxybenzophenone [SiH3]OC1=C(C(=O)C2=CC=CC=C2)C=CC=C1